(2-(7-hydroxynaphthalen-1-yl-3-d)ethyl)acetamide OC1=CC=C2C=C(C=C(C2=C1)CCCC(=O)N)[2H]